(2-((2-chloro-4-methylphenyl)amino)isonicotinyl)piperazine-1-carboxylic acid tert-butyl ester C(C)(C)(C)OC(=O)N1C(CNCC1)CC1=CC(=NC=C1)NC1=C(C=C(C=C1)C)Cl